NC1=CC=CC(=N1)S(=O)(=O)NC(=O)C=1C(=NC(=CC1)C1=CC(=CC(=C1)OCC(C)C)F)N1[C@@H](CCC1)C(=O)OC methyl (2S)-1-[3-[(6-amino-2-pyridyl)sulfonylcarbamoyl]-6-(3-fluoro-5-isobutoxy-phenyl)-2-pyridyl]pyrrolidine-2-carboxylate